2-(1,3-benzodioxol-5-yloxy)-N-(2-pyridyl)-N-tetrahydrothiophen-3-yl-acetamide O1COC2=C1C=CC(=C2)OCC(=O)N(C2CSCC2)C2=NC=CC=C2